di-neopentyl 2-tetradecyl-3-cyclohexylmethylsuccinate C(CCCCCCCCCCCCC)C(C(=O)OCC(C)(C)C)C(C(=O)OCC(C)(C)C)CC1CCCCC1